C[C@@H]([C@H](CC)O)O (2S,3S)-2,3-pentanediol